OC1=C(C=CC(=C1OC(C)C)C(=O)OCCCCCC(C)C)C1=NC(=NC(=N1)C1=C(C(=C(C=C1)C(=O)OCCCCCC(C)C)OC(C)C)O)C1=C(C(=C(C=C1)C(=O)OCCCCCC(C)C)OC(C)C)O 2,4,6-tris(2-hydroxy-4-isooctyloxycarbonylisopropoxyphenyl)-s-triazine